C(C1=CC=CC=C1)NC(=O)C=1C=C2/C(/C(NC2=CC1)=O)=C/C=1NC(=C(C1C)NC(CCl)=O)C (Z)-N-benzyl-3-((4-(2-chloroacetamido)-3,5-dimethyl-1H-pyrrol-2-yl)methylene)-2-oxoindoline-5-carboxamide